C(CCCCCCCCCCCCCCCCC)(=O)OCC(CNC(C(CCC(=O)OCC1=CC=CC=C1)NC(=O)OC(C)(C)C)=O)OC(CCCCCCCCCCCCCCCCC)=O 3-(5-(benzyloxy)-2-((tert-butoxycarbonyl)amino)-5-oxopentanamido)propane-1,2-diyl distearate